acryloyloxycyclopentane C(C=C)(=O)OC1CCCC1